C[C@H]1[C@@H](CC[C@H]2CC[C@]3([C@@]4(CC[C@@H]5[C@](CC=6C=NC(=NC6C5(C)C)C5=CC=CC=C5)([C@H]4CC=C3[C@H]12)C)C)C)C (1S,2R,4aS,6aS,6bR,8aR,14aR,14bR,16bS)-1,2,6a,6b,9,9,14a-heptamethyl-11-phenyl-1,2,3,4,4a,5,6,6a,6b,7,8,8a,9,14,14a,14b,15,16b-octadecahydrochryseno[1,2-g]Quinazolin